NC1CCC2=C(N(C=C21)C)C(=O)NC2=CC(=CC=C2)F 4-amino-N-(3-fluorophenyl)-2-methyl-2,4,5,6-tetrahydrocyclopenta[c]pyrrole-1-carboxamide